ClC1=C(OCC(=O)C2=CC=C(C=C2)C2=NOC(=N2)C(F)(F)Cl)C(=CC=C1)OC 2-(2-chloro-6-methoxyphenoxy)-1-(4-(5-(chlorodifluoromethyl)-1,2,4-oxadiazol-3-yl)phenyl)ethan-1-one